5-[[2-fluoro-6-[2-(trideuteriomethoxy)-4-(trifluoromethoxy)phenoxy]-3-(trifluoromethyl)benzoyl]amino]-N-methyl-pyridine-2-carboxamide FC1=C(C(=O)NC=2C=CC(=NC2)C(=O)NC)C(=CC=C1C(F)(F)F)OC1=C(C=C(C=C1)OC(F)(F)F)OC([2H])([2H])[2H]